Americacyanamide N#[Am]N